BrC1=C(C2=NC3=CC=CC=C3N=C2C(=C1Cl)Br)O 2,4-Dibromo-3-chlorophenazin-1-ol